(E)-2-(6-{[Tert-butylbis(methyl)siloxy]methyl}-1-indanylidene)ethanol C(C)(C)(C)[Si](OCC1=CC=C2CC/C(/C2=C1)=C\CO)(C)C